CC1(CC=2C(=NNC2CC1)C(=O)O)C 5,5-dimethyl-4,5,6,7-tetrahydro-1H-indazole-3-carboxylic acid